[W].[Co].N1=CC(=CC2=CC=CC=C12)C(C)=O 1-(quinolin-3-yl)ethanone COBALT-TUNGSTEN